1,1-Dimethylethyl {(1S)-1-[1-({5-[(4-bromo-2-chlorophenyl)amino]-4-fluoro-1-methyl-1H-benzimidazol-6-yl}carbonyl)-3-hydroxyazetidin-3-yl]ethyl}carbamate BrC1=CC(=C(C=C1)NC1=C(C2=C(N(C=N2)C)C=C1C(=O)N1CC(C1)(O)[C@H](C)NC(OC(C)(C)C)=O)F)Cl